ClC=1C=C(C=CC1)C1=CNC=2N=CN=C(C21)NCCC2=NC=CC=C2 5-(3-chlorophenyl)-N-(2-(pyridin-2-yl)ethyl)-7H-pyrrolo[2,3-d]pyrimidin-4-amine